C1(=CCCC1)O cyclopent-1-en-1-ol